O[C@@H]1C[C@@H]2CCC3=C4C(C[C@H]([C@@H](CCCC(C)C)C)[C@]4(CC[C@@H]3[C@]2(CC1)C)C)=O 3β-hydroxy-5α-cholest-8(14)-en-15-one